ClCC1N(C(OC1)=O)C 4-(Chloromethyl)-3-methyloxazolidin-2-one